ethyl 2,5-dihydroxybenzoate OC1=C(C(=O)OCC)C=C(C=C1)O